ethyl 2-({6-[(1,3-benzothiazol-2-yl)amino]-4-(hydroxymethyl)-5-methylpyridin-3-yl}amino)-1,3-thiazole-4-carboxylate S1C(=NC2=C1C=CC=C2)NC2=C(C(=C(C=N2)NC=2SC=C(N2)C(=O)OCC)CO)C